ClC1=CC=C(C(=N1)C(=O)O)N[C@H](C)C1=C2N=C(C(=NC2=CC(=C1)C)C#N)N1CC2(COC2)CC1 (R)-6-chloro-3-((1-(2-cyano-7-methyl-3-(2-oxa-6-azaspiro[3.4]octan-6-yl)quinoxalin-5-yl)ethyl)amino)picolinic acid